C1CCC2=C(C=3CCCC3C=C12)NC(=O)N[C@@H](C(=O)OC1CCCC1)CC=1C=NC=CC1 cyclopentyl (2R)-2-{[(1,2,3,5,6,7-hexahydro-s-indacen-4-yl)carbamoyl]amino}-3-(pyridin-3-yl)propanoate